CC1CC2=C(CN1)C=NN2 6-methyl-4,5,6,7-tetrahydro-1H-pyrazolo[4,3-c]Pyridine